N-(cyclopropanesulfonyl)-4-[(1S,4S,5R)-5-[[5-cyclopropyl-3-(2,6-dichlorophenyl)-1,2-oxazol-4-yl]methoxy]-2-azabicyclo[2.2.1]heptan-2-yl]benzamide C1(CC1)S(=O)(=O)NC(C1=CC=C(C=C1)N1[C@@H]2C[C@H]([C@H](C1)C2)OCC=2C(=NOC2C2CC2)C2=C(C=CC=C2Cl)Cl)=O